COC1=C(CC(N)C)C=C(C(=C1)SC)OC 2,5-dimethoxy-4-methylsulfanyl-amphetamine